triethoxypropyl-acryloxysilane C(C)OC(CC[SiH2]OC(C=C)=O)(OCC)OCC